5-{4-[4-(3,5-dimethylpyridin-2-yl)piperazine-1-carbonyl]phenyl}-5-phenylimidazolidine-2,4-dione CC=1C(=NC=C(C1)C)N1CCN(CC1)C(=O)C1=CC=C(C=C1)C1(C(NC(N1)=O)=O)C1=CC=CC=C1